COC(C1=C(C=CC(=C1)/C(=N/O)/Cl)OC)=O (Z)-5-(chloro(hydroxyimino)methyl)-2-methoxybenzoic acid methyl ester